C(C)(C)(C)C1CC=2C=C(C(=NC2C=2N1C=C(C(C2)=O)C(=O)O)Cl)OCC2CC2 6-(tert-butyl)-2-chloro-3-(cyclopropylmethoxy)-10-oxo-5,10-dihydro-6H-pyrido[1,2-H][1,7]naphthyridine-9-carboxylic acid